C(C(C)C)[C@H]1C(N(CCN1)[C@H](C(=O)N1CCC(CC1)CC(=O)OCC1=CC=CC=C1)CC(C)C)=O Benzyl (1-{(S)-2-[(S)-3-isobutyl-2-oxo-1-piperazinyl]-4-methylvaleryl}-4-piperidyl)acetate